1-Bromo-3-chloro-2-cyclopropyl-5-(ethoxymethoxy)benzene BrC1=C(C(=CC(=C1)OCOCC)Cl)C1CC1